CC(C(C)=O)CCC1C(C(CC1)C)(C)C 3-methyl-5-(2,2,3-trimethylcyclopentan-1-yl)-2-pentanone